(6-amino-3-fluoro-5,6,7,8-tetrahydronaphthalen-2-yl)-3,8-diazabicyclo[3.2.1]octane-8-carboxylic acid tert-butyl ester C(C)(C)(C)OC(=O)N1C2(CNCC1CC2)C2=CC=1CCC(CC1C=C2F)N